amino-triethylamine NCCN(CC)CC